(S)-2-hydroxy-6-((1-(2-(2-methoxyethyl)benzoyl)piperidin-2-yl)methoxy)benzaldehyde OC1=C(C=O)C(=CC=C1)OC[C@H]1N(CCCC1)C(C1=C(C=CC=C1)CCOC)=O